(3R,4R)-4-(4,4-dideutero-3,4-dihydroisoquinolin-2(1H)-yl)piperidin-3-ol [2H]C1(CN(CC2=CC=CC=C12)[C@H]1[C@@H](CNCC1)O)[2H]